NC1(CCN(CC1)C(=O)OC(C)(C)C)CC1=NC=CC=C1 tert-Butyl 4-amino-4-(pyridin-2-ylmethyl)piperidine-1-carboxylate